N-(1-(8-(4-(trifluoromethyl)phenyl)imidazo[1,2-a]pyrazin-6-yl)ethyl)acrylamide FC(C1=CC=C(C=C1)C=1C=2N(C=C(N1)C(C)NC(C=C)=O)C=CN2)(F)F